2-(5-(2'-fluoro-2-methyl-[1,1'-biphenyl]-3-yl)isoindolin-2-yl)-N-methylacetamide FC1=C(C=CC=C1)C1=C(C(=CC=C1)C=1C=C2CN(CC2=CC1)CC(=O)NC)C